CC1(CCCC1)C1=CC=C(C=C1)Br 4-(1-methylcyclopentyl)bromobenzene